ClC1=NC(=NC(=C1CCCl)OCCC1=NC=CC=C1)N1CCOCC1 4-(4-chloro-5-(2-chloroethyl)-6-(2-(pyridin-2-yl)ethoxy)pyrimidin-2-yl)morpholine